C1(OC(CCCCCCCCC)O1)=O nonylmethylene carbonate